C(C(C)C)C=1N=CC2=C(N1)NC=C2 2-isobutyl-7H-pyrrolo[2,3-d]pyrimidine